2-[4-(Bromomethyl)phenyl]-5-(trifluoromethyl)tetrazole BrCC1=CC=C(C=C1)N1N=C(N=N1)C(F)(F)F